C(CCCCCCCCCCCCC)SCCO 2-(tetradecylthio)-1-ethanol